BrC1=CC2=C(C3=CN(N=C13)C)C(C(N2)=O)=O 4-bromo-2-methyl-6H-pyrrolo[3,2-e]indazole-7,8-dione